thallium molybdenum selenide [Mo]=[Se].[Tl]